N[C@@H](CC)C=1N(C(C2=C(C=CC=C2C1)Cl)=O)C1=CC=CC=C1 (S)-3-(1-aminopropyl)-8-chloro-2-phenylisoquinolin-1(2H)-one